COC1=C(C=CC=C1)NS(=O)(=O)C1=CC=C(C)C=C1 N-(2-methoxyphenyl)-p-toluenesulfonamide